N,N'-bis(2-aminoethyl)-2,3-bis(diphenylphosphoryl)succinamide NCCNC(C(C(C(=O)NCCN)P(=O)(C1=CC=CC=C1)C1=CC=CC=C1)P(=O)(C1=CC=CC=C1)C1=CC=CC=C1)=O